methyl-4-oxo-1,8-naphthyridine-3-carboxylic acid CC1=NC2=NC=CC=C2C(C1C(=O)O)=O